sodium (2R,3S,5R)-5-(6-aminopurin-9-yl)-3-hydroxytetrahydrofuran NC1=C2N=CN(C2=NC=N1)[C@H]1C[C@@H](CO1)O.[Na]